(2S,4R)-4-fluoro-4-methyl-5-oxopyrrolidin F[C@@]1(CCNC1=O)C